5-pentyl-4-(trifluoromethyl)benzene-1,3-diol C(CCCC)C=1C(=C(C=C(C1)O)O)C(F)(F)F